FC1=CC(=C(N)C(=C1)C(C)C)C1=CC(=NC=C1)OC(C)C 4-fluoro-2-(2-isopropoxy-pyridin-4-yl)-6-isopropylaniline